5-{[(5-chlorothiophen-2-yl)methyl]amino}-1-(3-hydroxy-2,2-dimethylpropanoyl)-3-[2-methyl-1-(pyrrolidine-1-carbonyl)piperidin-3-yl]-1H-pyrazole-4-carbonitrile ClC1=CC=C(S1)CNC1=C(C(=NN1C(C(CO)(C)C)=O)C1C(N(CCC1)C(=O)N1CCCC1)C)C#N